C1(CCC1)N1C=C(C2=C1N=CN=C2N)C2=NOC(=C2)C2CC2 7-cyclobutyl-5-(5-cyclopropylisoxazol-3-yl)-7H-pyrrolo[2,3-d]pyrimidin-4-amine